1-(4-(3-amino-4-(4-aminophenyl)-1-methyl-1H-pyrazolo[3,4-b]pyridin-6-yl)piperidin-1-yl)-2-methylpropan-1-one NC1=NN(C2=NC(=CC(=C21)C2=CC=C(C=C2)N)C2CCN(CC2)C(C(C)C)=O)C